(4-bromo-2-methyl-6-(trifluoromethyl)pyridin-3-yl)-2,2,2-trifluoroacetamide BrC1=C(C(=NC(=C1)C(F)(F)F)C)NC(C(F)(F)F)=O